C(C)(C)(C)OC(NCC1=C(C2=C(N=CN2C(F)F)C(=C1)C1=CC=C(C=C1)OC(F)(F)F)C(CO)O)=O tert-butyl-N-[[3-(difluoromethyl)-4-(1,2-dihydroxyethyl)-7-[4-(trifluoromethoxy) phenyl]benzimidazol-5-yl]methyl]carbamate